6-(3-bromo-2-chlorophenyl)-4-methoxynicotinaldehyde BrC=1C(=C(C=CC1)C1=NC=C(C=O)C(=C1)OC)Cl